BrC=1C=CC(=C(C1)NC1CCC2=C(C=CC=C12)C(F)(F)F)[N+](=O)[O-] N-(5-bromo-2-nitrophenyl)-4-(trifluoromethyl)-2,3-dihydro-1H-inden-1-amine